ClC=1C(=NC=CC1C1=NC(=C(C=C1)CNC[C@@H]1CCC(N1)=O)OC)C1=C(C(=CC=C1)NC1=NC=CC(=C1F)CNC[C@@H]1OCC1)Cl (S)-5-((((3'-chloro-2'-(2-chloro-3-((3-fluoro-4-(((((R)-oxetan-2-yl)methyl)amino)methyl)pyridin-2-yl)amino)phenyl)-6-methoxy-[2,4'-bipyridin]-5-yl)methyl)amino)methyl)pyrrolidin-2-one